(2-chloro-5-((1-(trifluoromethyl)-1H-pyrazol-4-yl)ethynyl)pyridin-4-yl)piperidin-4-one chlorine [Cl].ClC1=NC=C(C(=C1)N1CCC(CC1)=O)C#CC=1C=NN(C1)C(F)(F)F